C(C)(=O)C1=C(C=C(C=C1)Cl)C=1C(=NN(C(C1)=O)[C@H](C(=O)NC=1C=C2C=CNC(C2=CC1)=O)CC1=CC=CC=C1)OC (S)-2-(4-(2-acetyl-5-chlorophenyl)-3-methoxy-6-oxopyridazin-1(6H)-yl)-N-(1-oxo-1,2-dihydroisoquinolin-6-yl)-3-phenylpropanamide